tert-Butyl (2S,4R)-2-((3-((tert-butyldiphenylsilyl)oxy)propyl)carbamoyl)-4-((methylsulfonyl)oxy)piperidine-1-carboxylate [Si](C1=CC=CC=C1)(C1=CC=CC=C1)(C(C)(C)C)OCCCNC(=O)[C@H]1N(CC[C@H](C1)OS(=O)(=O)C)C(=O)OC(C)(C)C